OC1=CC=C(C=C1)C1=C(C=CC(=C1)OC(C)C)S(=O)(=O)C1=C(C=C(C=C1)OC(C)C)C1=CC=C(C=C1)O 4-Hydroxyphenyl-4-isopropoxyphenylsulfone